CC1=C(C(=CC(=C1)C)C)C=1C=C2C(=NC(=NC2=CC1)NC[C@@H]1CNCC1)C1=CC(=C(C#N)C=C1)F (S)-4-(6-(2,4,6-trimethylphenyl)-2-((pyrrolidin-3-ylmethyl)amino)quinazolin-4-yl)-2-fluorobenzonitrile